C1=CC=CC=2C3=CC=CC=C3C(C12)COC(=O)N[C@H](C(=O)O)CCC1=CC=C(C=C1)C (2S)-2-(9H-fluoren-9-ylmethoxycarbonylamino)-4-(p-tolyl)butanoic acid